3-chloro-2-hydrazinyl-pyridine ClC=1C(=NC=CC1)NN